3-chloro-2-(3-(2-(1-(2-((4-methoxypyrimidin-2-yl)oxy)acetyl)piperidin-4-yl)thiazol-4-yl)-4,5-dihydroisoxazol-5-yl)benzonitrile ClC=1C(=C(C#N)C=CC1)C1CC(=NO1)C=1N=C(SC1)C1CCN(CC1)C(COC1=NC=CC(=N1)OC)=O